COC1=C(C=C2C(=CC=NC2=C1)NC=1C=C(C=C(C1)OC)C1=CC=CC=C1)C(=O)N 7-Methoxy-4-((5-Methoxy-[1,1'-biphenyl]-3-yl)amino)quinoline-6-carboxamide